5-bromo-N2-(2-methoxy-5-methyl-4-(4-(piperazin-1-yl)piperidin-1-yl)phenyl)-N4-(1-(methylsulfonyl)indolin-7-yl)pyrimidine-2,4-diamine BrC=1C(=NC(=NC1)NC1=C(C=C(C(=C1)C)N1CCC(CC1)N1CCNCC1)OC)NC=1C=CC=C2CCN(C12)S(=O)(=O)C